O1C(NC2=C1C=CC(=C2)C2(NC(=NC=C2C)NC2=CC(=NC=C2)N2CCN(CC2)C)N)=O 4-(benzo[d]oxazol-2(3H)-one-5-yl)-N2-[2-(4-methylpiperazino)pyridin-4-yl]-5-methylpyrimidine-2,4-diamine